ClC1=C(C=CC=C1Cl)NC(CC(=O)O)=O 3-((2,3-dichlorophenyl)amino)-3-oxopropanoic acid